C(C)S(=O)(=O)C=1C(=NC=C(C1)Br)C1=NN2C(C=C(C=C2)C(F)(F)F)=N1 2-(3-ethylsulfonyl-5-bromo-2-pyridyl)-7-trifluoromethyl-[1,2,4]triazolo[1,5-a]pyridine